2-(2,6-dioxopiperidin-3-yl)-1-oxo-6-(trifluoromethyl)isoindoline-5-carboxamide O=C1NC(CCC1N1C(C2=CC(=C(C=C2C1)C(=O)N)C(F)(F)F)=O)=O